3-(4-(benzyloxy)-6-fluoro-1-oxoisoindolin-2-yl)piperidine-2,6-dione C(C1=CC=CC=C1)OC1=C2CN(C(C2=CC(=C1)F)=O)C1C(NC(CC1)=O)=O